C(N)(=O)C=1C(=NC(=C(N1)CC)N(C)CC)NC=1C=C(CCNC([C@H](C)N(C(OC(C)(C)C)=O)C)=O)C=CC1 tert-butyl (s)-(1-((3-((3-carbamoyl-5-ethyl-6-(ethyl(methyl)amino)pyrazin-2-yl)amino)phenethyl)amino)-1-oxopropan-2-yl)(methyl)carbamate